(3R,3aR,6S,6aR)-2,3,3a,5,6,6a-hexahydrofuro[3,2-b]furan-3,6-diol O1[C@H]2[C@@H]([C@@H](C1)O)OC[C@@H]2O